4-(1-((S)-1-(((R)-5-(3,5-difluorophenyl)-6,7-dihydro-5H-pyrrolo[1,2-a]imidazol-2-yl)amino)-1-oxopropan-2-yl)-4,4-difluoropiperidin-3-yl)-2-(hydroxymethyl)pyridine 1-oxide FC=1C=C(C=C(C1)F)[C@H]1CCC=2N1C=C(N2)NC([C@H](C)N2CC(C(CC2)(F)F)C2=CC(=[N+](C=C2)[O-])CO)=O